BrC=1C(=C2C(=NC1)N(C=N2)C(C2=CC=CC=C2)(C2=CC=CC=C2)C2=CC=CC=C2)Cl 6-bromo-7-chloro-3-trityl-3H-imidazo[4,5-b]pyridine